secondary hexadecyl alcohol C(C)(CCCCCCCCCCCCCC)O